2-[(1S,2S,3R,5S)-2,3-dihydroxy-6,6-dimethylbicyclo[3.1.1]heptan-2-yl]acetonitrile O[C@]1([C@@H]2C([C@H](C[C@H]1O)C2)(C)C)CC#N